N[C@](C(=O)[O-])(CC(C)C)C1=CC=C(C=C1)C=1C=NN(C1)C(F)F (R)-2-amino-2-(4-(1-(difluoromethyl)-1H-pyrazol-4-yl) phenyl)-4-methylpentanoate